N1NC(C(C1)=O)=O tetrahydropyrazoledione